ClC1=NC=C(C=C1B(O)O)C1=CC=CC=C1 2-CHLORO-5-PHENYLPYRIDIN-3-YLBORONIC ACID